NCCS(=O)(=O)OCC(CCCCCCCCCCCCC)=O myristoylmethyl taurate